stearyl-fumaric acid Sodium [Na].C(CCCCCCCCCCCCCCCCC)/C(/C(=O)O)=C\C(=O)O